((R)-3-aminopiperidin-1-yl)(1-cyclopropyl-2-(1-(cyclopropylmethyl)-6-((S)-3-methyl-1,1-dioxido-1,2-thiazinan-2-yl)-1H-pyrrolo[2,3-b]pyridin-2-yl)-1H-benzo[d]imidazol-5-yl)methanone N[C@H]1CN(CCC1)C(=O)C1=CC2=C(N(C(=N2)C2=CC=3C(=NC(=CC3)N3S(CCC[C@@H]3C)(=O)=O)N2CC2CC2)C2CC2)C=C1